O=C(CCC1=CC=C(C=C1)C(C(=O)[O-])C1=CC=CC=C1)C 4-(3-Oxobutyl)phenyl-2-phenylacetat